C1(CCCCC1)N1CCC(CC1)N 1-cyclohexyl-piperidin-4-ylamine